N-(4-(3-chloro-4-fluorophenyl)-5-(1-hydroxycyclobutyl)thiazol-2-yl)-5-((2-hydroxy-3-methoxybenzyl)amino)-3-methylpyridine-2-sulfonamide ClC=1C=C(C=CC1F)C=1N=C(SC1C1(CCC1)O)NS(=O)(=O)C1=NC=C(C=C1C)NCC1=C(C(=CC=C1)OC)O